(S)-2-chloro-1-(7-(4-fluorobenzyl)-2-methyl-6-(piperidine-1-carbonyl)-2,3-dihydro-1H-pyrido[2,3-b][1,4]oxazin-1-yl)ethan-1-one ClCC(=O)N1C2=C(OC[C@@H]1C)N=C(C(=C2)CC2=CC=C(C=C2)F)C(=O)N2CCCCC2